tris(di-benzylideneacetone) dipalladium (0) [Pd].[Pd].C(C1=CC=CC=C1)=CC(=O)C=CC1=CC=CC=C1.C(C1=CC=CC=C1)=CC(=O)C=CC1=CC=CC=C1.C(C1=CC=CC=C1)=CC(=O)C=CC1=CC=CC=C1